CN1C(=NC(=C1)C(F)(F)F)C=1C=CC(=NC1)CO {5-[1-methyl-4-(trifluoromethyl)imidazol-2-yl]pyridin-2-yl}methanol